7-bromo-1-isopropyl-2-(((tetrahydro-2H-pyran-2-yl)oxy)methyl)indoline-5-carbonitrile BrC=1C=C(C=C2CC(N(C12)C(C)C)COC1OCCCC1)C#N